NC1(CC=2C(=NC=CC2)C1)C(=O)N 6-amino-5,7-dihydrocyclopenta[b]pyridine-6-carboxamide